C(C)(C)C1=NNC2=C1N=C(N=C2NCC2=C(C=CC=C2)N2N=CC=C2)NC2CCN(CC2)C(=O)OC(C)(C)C tert-butyl 4-[[3-isopropyl-7-[(2-pyrazol-1-ylphenyl) methylamino]-1H-pyrazolo[4,3-d]pyrimidin-5-yl]amino]piperidine-1-carboxylate